dibutyltin dimyristate C(CCCCCCCCCCCCC)(=O)[O-].C(CCCCCCCCCCCCC)(=O)[O-].C(CCC)[Sn+2]CCCC